N1N=C(N=C1)CN1C[C@H](CCC1)C1CCN(CC1)C1=NC=2N(C(=C1)N[C@H](C)C1=C(C=C(C=C1)Cl)Cl)N=CN2 5-((R)-1-((1H-1,2,4-triazol-3-yl)methyl)-[3,4'-bipiperidin]-1'-yl)-N-((R)-1-(2,4-dichlorophenyl)ethyl)-[1,2,4]triazolo[1,5-a]pyrimidin-7-amine